1-[(1-fluoro-4-hydroxy-cyclohexyl)methyl]-5,5-dimethyl-3-(2-trimethylsilylethoxymethyl)imidazolidine-2,4-dione FC1(CCC(CC1)O)CN1C(N(C(C1(C)C)=O)COCC[Si](C)(C)C)=O